(S)-N-(5-((5-methoxy-3-nitro-6-(1H-pyrazol-1-yl)pyridin-2-yl)amino)-2,3-dihydro-1H-inden-1-yl)acetamide COC=1C=C(C(=NC1N1N=CC=C1)NC=1C=C2CC[C@@H](C2=CC1)NC(C)=O)[N+](=O)[O-]